N-(2,6-dioxopiperidin-3-yl)-2-(trifluoromethyl)-1H-benzo[d]imidazole-7-carboxamide O=C1NC(CCC1NC(=O)C1=CC=CC2=C1NC(=N2)C(F)(F)F)=O